C(C)C(CC)NC(=O)C=1C=2C[C@@H]3[C@H](C2N(N1)C1=C(C=C(C=C1)F)F)C3 (1aR,5aR)-2-(2,4-Difluoro-phenyl)-1a,2,5,5a-tetrahydro-1H-2,3-diaza-cyclopropa[a]pentalene-4-carboxylic acid (1-ethyl-propyl)-amide